S1C(=NC2=C1C1=CC=CC=C1C=C2)NC2=CC1=C(N=CO1)C=C2 N-(naphtho[2,1-d]thiazol-2-yl)benzoxazol-6-amine